C(C1=CC=CC=C1)N1C(CO[C@@H](CC1)CO)=O (S)-4-benzyl-7-(hydroxymethyl)-1,4-oxazepan-3-one